ethyl 5-bromo-4H-1,2,4-triazole-3-carboxylate BrC=1NC(=NN1)C(=O)OCC